BrC=1C(=NN(N1)C)C(=O)NC 5-bromo-N,2-dimethyl-2H-1,2,3-triazole-4-carboxamide